C\C(=C/CC=1C(=C(C(=O)O)C(=CC1O)CCC)O)\CCC=C(C)C 3-[(2E)-3,7-dimethylocta-2,6-dien-1-yl]-2,4-dihydroxy-6-propylbenzoic acid